1-((2-(1,3-dioxolan-2-yl)-6-(methyl-amino)pyridin-3-yl)methyl)-4-methylpiperazin-2-one O1C(OCC1)C1=NC(=CC=C1CN1C(CN(CC1)C)=O)NC